(2-bromo-ethyl)-ethyldimethyl-ammonium bromide [Br-].BrCC[N+](C)(C)CC